1H-pyrazol-1-ethanol N1(N=CC=C1)CCO